S(=O)(=O)([O-])[O-].[Hg+2] mercury Sulfate